C(C1=CC=CC=C1)N1CC(C(C(C1)C)(F)F)CN1C(C2=CC=CC=C2C1=O)=O 2-((1-benzyl-4,4-difluoro-5-methylpiperidin-3-yl)methyl)isoindoline-1,3-dione